2-((1-(2-(2-(2-methoxyethyl)-1-oxoisoindolin-5-yl)-6-methyl-4-oxo-4H-chromen-8-yl)ethyl)amino)benzoic acid COCCN1C(C2=CC=C(C=C2C1)C=1OC2=C(C=C(C=C2C(C1)=O)C)C(C)NC1=C(C(=O)O)C=CC=C1)=O